BrC1=NN(C(=C1)CC=1C=NN(C1)CC)C1=C(C=C(C=C1)F)CC 1-(2-(3-bromo-5-((1-ethyl-1H-pyrazol-4-yl)methyl)-1H-pyrazol-1-yl)-5-fluorophenyl)ethan